ClC1=C(C=CC=C1)C=1N=C(SC1)NC(=O)C1=NC=C(C(=O)N2CCN(CC2)C(=O)OC(C)(C)C)C=C1 tert-butyl 4-(6-((4-(2-chlorophenyl)thiazol-2-yl)carbamoyl)nicotinoyl)piperazine-1-carboxylate